C1=CC=CC=2C3=CC=CC=C3C(C12)COC(=O)N[C@](C(=O)OC)(CCCC=C)C Methyl (S)-2-((((9H-fluoren-9-yl)methoxy)carbonyl)amino)-2-methylhept-6-enoate